[Cl-].C[NH+](CCOC1=C(C=C(C=C1)C(=O)N1CCC(CC1)C1=CC=C(C=C1)OC=1N=NC(=CC1)C(F)(F)F)NS(=O)(=O)CC1=CC=CC=C1)C N,N-dimethyl-2-(2-((phenylmethyl)sulfonamido)-4-(4-(4-((6-(trifluoromethyl)pyridazin-3-yl)oxy)phenyl)piperidine-1-carbonyl)phenoxy)ethan-1-aminium chloride